CC=1SC(=C(N1)C)CN (2,4-dimethylthiazol-5-yl)methylamine